1-(3-(3-chloro-5-(6-methylpyrimidin-4-yl)phenyl)-1,1-dioxidothiomorpholino)prop-2-en-1-one ClC=1C=C(C=C(C1)C1=NC=NC(=C1)C)C1CS(CCN1C(C=C)=O)(=O)=O